C1=CC=CC=2C3=CC=CC=C3C(C12)COC(=O)N[C@H](C(=O)O)CCNC(CCCCCCCCCCCCC(=O)OC(C)(C)C)=O (S)-2-((((9H-fluoren-9-yl)methoxy)carbonyl)amino)-4-(14-(tert-butoxy)-14-oxotetradecanamido)butanoic acid